3-(bromomethyl)-2,5-dimethylthiophene BrCC1=C(SC(=C1)C)C